C1(CC1)C1=C(C(=NO1)C1=C(C=CC=C1Cl)Cl)CO[C@H]1[C@@H]2C(N([C@H](C1)C2)C=2C=CC(=NC2)C(=O)NS(=O)(=O)[C@H]2[C@@H](CCC2)O)=O 5-[(1S,4R,5R)-5-{[5-cyclopropyl-3-(2,6-dichlorophenyl)-1,2-oxazol-4-yl]methoxy}-3-oxo-2-azabicyclo[2.2.1]heptan-2-yl]-N-{[(1R,2R)-2-hydroxycyclopentyl]sulfonyl}pyridine-2-carboxamide